3-(5-(difluoromethyl)-1,3,4-thiadiazol-2-yl)-8-((3S,5S)-3,5-dimethylpiperazin-1-yl)-N-(3-methyloxetane-3-yl)imidazo[1,5-a]pyridine-6-sulfonamide FC(C1=NN=C(S1)C1=NC=C2N1C=C(C=C2N2C[C@@H](N[C@H](C2)C)C)S(=O)(=O)NC2(COC2)C)F